N-(5-(4-((1R,2R,5S)-3-azabicyclo[3.1.0]hexan-2-ylmethoxy)-1-methyl-1H-pyrazol-5-yl)pyrazolo[1,5-a]pyridin-2-yl)cyclopropanecarboxamide hydrochloride Cl.[C@@H]12[C@@H](NC[C@H]2C1)COC=1C=NN(C1C1=CC=2N(C=C1)N=C(C2)NC(=O)C2CC2)C